O=C1NC(CCC1N1C(C2=CC=CC(=C2C1=O)F)=O)=O 2-(2,6-dioxopiperidin-3-yl)-4-fluoroisoindol-1,3-dione